C(C(C)C)C1=C(C(=O)O)C=CC(=C1)N.NC1=CC=C(C(=O)OCC(C)C)C=C1 isobutyl para-aminobenzoate (isobutyl p-aminobenzoate)